C1(C=CC2=CC=CC=C12)/C/1=C/C(=O)OC1=O INDENEMALEIC ANHYDRIDE